ClC=1C=C(C=C(C1OC1=NNC(C(=C1)C1CCCCC1)=O)Cl)NC(C1=CC=CC=C1)=O N-(3,5-dichloro-4-((5-cyclohexyl-6-oxo-1,6-dihydropyridazin-3-yl)oxy)phenyl)benzamide